FC(C(=O)O)(OC(C(OC(OC(F)(F)F)(F)F)(F)F)(F)F)C(F)(F)F.[Na] sodium perfluoro-2-methyl-3,6,8-trioxanonanoic acid